BrCCCN(C(=O)[C@H]1N(CCC1)C1=NC(=CC(=C1)C(F)(F)F)C)C1=CC=C(C=C1)F (S)-N-(3-bromopropyl)-N-(4-fluorophenyl)-1-(6-methyl-4-(trifluoromethyl)pyridin-2-yl)pyrrolidine-2-carboxamide